FC=1C=CC(=NC1)C1=CC=NO1 5-(5-fluoro-pyridin-2-yl)-isoxazole